methyl-isohexadecane CCCCCCCCCCCCCCC(C)C